BrC=1C(=NC(=NC1)NC1=CC=C2C=NN(C2=C1)C)NC1=C(C=CC=C1)N1SCCC1 2-(2-((5-bromo-2-((1-methyl-1H-indazol-6-yl)amino)pyrimidin-4-yl)amino)phenyl)isothiazolidine